COC([C@@H](NC([C@@H](NC(=O)OC(C)(C)C)CCC(=O)O)=O)CSC([2H])([2H])[2H])=O N-((tert-butoxycarbonyl)-L-glutamyl)-S-(methyl-d3)-L-cysteine methyl ester